6-fluoro-3-(piperidin-4-yl)benzo[d]Azole FC1=CC2=C(C(=CN2)C2CCNCC2)C=C1